hydroxy-4-oxopyridin OC1=NC=CC(C1)=O